[Si](C)(C)(C(C)(C)C)OCC1=[N+](C=CC(=C1Cl)C(=O)O)[O-] 2-(((tert-butyldimethylsilyl)oxy)methyl)-4-carboxy-3-chloropyridine 1-oxide